CAPROLACTAM C1(CCCCCN1)=O